benzyl 4,4-difluoro-3-(1-(4-methoxybenzyl)-1H-1,2,4-triazol-3-yl)piperidine-1-carboxylate FC1(C(CN(CC1)C(=O)OCC1=CC=CC=C1)C1=NN(C=N1)CC1=CC=C(C=C1)OC)F